tert-Butyl 3-(5-((benzoyloxy)amino)-2-(tert-butoxycarbonyl)-5-oxopentyl)benzoate C(C1=CC=CC=C1)(=O)ONC(CCC(CC=1C=C(C(=O)OC(C)(C)C)C=CC1)C(=O)OC(C)(C)C)=O